CC=1C(=NNC1NC(C=CC1=CC=C(C=C1)OC(F)(F)F)=O)C1=CC=NC=C1 N-(4-methyl-3-(pyridin-4-yl)-1H-pyrazol-5-yl)-3-(4-(trifluoromethoxy)phenyl)propenamide